FC(OC=1C(=NC=CC1)OCCC(=O)N)(F)F 3-((3-(trifluoromethoxy)pyridin-2-yl)oxy)propionamide